(R)-3-methoxy-4-((1-(3-(2-methyl-1H-imidazol-1-yl)phenoxy)propan-2-yl)oxy)benzonitrile COC=1C=C(C#N)C=CC1O[C@@H](COC1=CC(=CC=C1)N1C(=NC=C1)C)C